tert-Butyl (2S,3S)-3-(((S)-2-((tert-butyldimethylsilyl)oxy) propyl)(methyl)amino)-2-methylpyrrolidine-1-carboxylate [Si](C)(C)(C(C)(C)C)O[C@H](CN([C@@H]1[C@@H](N(CC1)C(=O)OC(C)(C)C)C)C)C